5-[4-(2-bromobenzoylamino)phenyl]-1H-naphtho[1,2-b][1,4]diazepine-2,4(3H,5H)-dione BrC1=C(C(=O)NC2=CC=C(C=C2)N2C3=C(NC(CC2=O)=O)C2=CC=CC=C2C=C3)C=CC=C1